C(C)C=1C=C2C(=NC=NC2=CC1OC)N1[C@@H](CC1)C1=CC=CC=C1 (S)-6-ethyl-7-methoxy-4-(2-phenylazetidin-1-yl)quinazoline